C(C)(C)N1N=CC(=C1)C=1C=C(C=NC1)N(C(=O)[C@@H]1CC[C@H](CC1)CC(=O)O)CC12CCC(CC1)(CC2)C2=CC(=C(C=C2)OC)C trans-2-(4-((5-(1-Isopropyl-1H-pyrazol-4-yl)pyridin-3-yl)((4-(4-methoxy-3-methylphenyl)bicyclo[2.2.2]octan-1-yl)methyl)carbamoyl)cyclohexyl)acetic acid